3-[5-methoxy-1-(4-methoxybenzenesulfonyl)-1H-indol-3-yl]-propanoic acid COC=1C=C2C(=CN(C2=CC1)S(=O)(=O)C1=CC=C(C=C1)OC)CCC(=O)O